N1(N(C(=NC1=O)[2H])[2H])[2H] 1,2,4-triazole-5-one-d3